C1(CCC1)NC1CN(C1)C1=NC=C(C=N1)C=1C=CC=2N(C1)C(=C(N2)CC)N(C=2SC(=C(N2)C2=CC=C(C=C2)F)C#N)C 2-((6-(2-(3-(cyclobutylamino)azetidin-1-yl)pyrimidin-5-yl)-2-ethylimidazo[1,2-a]pyridin-3-yl)(methyl)amino)-4-(4-fluorophenyl)thiazole-5-carbonitrile